2-(4,7-dimethyl-1H-inden-2-yl)-4,4,5,5-tetramethyl-1,3,2-dioxaborolan CC1=C2C=C(CC2=C(C=C1)C)B1OC(C(O1)(C)C)(C)C